2,2-bis(((3-mercaptobutanoyl)oxy) methyl)propane-1,3-diyl bis(3-mercapto-butanoate) SC(CC(=O)OCC(COC(CC(C)S)=O)(COC(CC(C)S)=O)COC(CC(C)S)=O)C